N1N(C=C2N1C=CN=C2)N Triazolo[1,5-a]pyrazin-2-amine